N=1C=NN2C1C=CC(=C2)C2=CC(=NN2C2=NC(=CC=C2)C)CC(=O)NC2=CC=C(C=C2)N 5-([1,2,4]triazolo[1,5-a]pyridin-6-yl)-N-(4-aminophenyl)-1-(6-methylpyridin-2-yl)-1H-pyrazole-3-carboxyamide